BrC=1C=C2C(=NC1)N(C(N2COCC[Si](C)(C)C)=O)C 6-bromo-3-methyl-1-{[2-(trimethylsilyl)ethoxy]methyl}-1H,2H,3H-imidazo[4,5-b]pyridin-2-one